N-(6-((1H-pyrazol-1-yl)methyl)-4-methoxybenzo[d]isoxazol-3-yl)-7-methoxyspiro[chroman-4,2'-[1,3]dithiolane]-8-sulfonamide N1(N=CC=C1)CC1=CC2=C(C(=NO2)NS(=O)(=O)C=2C(=CC=C3C2OCCC32SCCS2)OC)C(=C1)OC